C1(CC1)C1=NC=C(C(=N1)C1CC1)C(C(=O)O)N1C[C@@H](CC1)OCCCCC1=NC=2NCCCC2C=C1 2-(2,4-Dicyclopropylpyrimidin-5-yl)-2-((R)-3-(4-(5,6,7,8-tetrahydro-1,8-naphthyridin-2-yl)butoxy)pyrrolidin-1-yl)acetic acid